ClC=1C(=NC=C(C1)F)CNC(=O)C1CCN(C2(CC2)C1)C(=O)C1=NNC(=C1)C1=CC(=NC=C1F)[C@H](C)O N-((3-chloro-5-fluoropyridin-2-yl)methyl)-4-(5-(5-fluoro-2-((S)-1-hydroxyethyl)pyridin-4-yl)-1H-pyrazole-3-carbonyl)-4-azaspiro[2.5]octane-7-carboxamide